S1C(=NC2=C1C=CC=C2)NC(=O)C=2C=CC=C1CCN(CC21)C2=CC=C(C(=N2)C(=O)O)C2=C(C(=CC=C2)N(C)S(=O)(=O)C2CCCCC2)C#N 6-[8-(1,3-benzothiazol-2-ylcarbamoyl)-3,4-dihydroisoquinolin-2(1H)-yl]-3-{2-cyano-3-[(cyclohexylsulfonyl)(methyl)amino]phenyl}pyridine-2-carboxylic acid